1-(4-bromophenyl)-3-(2,2,2-trifluoroethyl)pyridin BrC1=CC=C(C=C1)N1CC(=CC=C1)CC(F)(F)F